1-((2S,3R,4R)-2-cyclopropyl-6-(1-(2-hydroxyethyl)-1H-pyrazol-4-yl)-3-methyl-4-((6-methylpyridin-2-yl)amino)-3,4-dihydroquinolin-1(2H)-yl)ethanone C1(CC1)[C@@H]1N(C2=CC=C(C=C2[C@@H]([C@H]1C)NC1=NC(=CC=C1)C)C=1C=NN(C1)CCO)C(C)=O